CC1=CC=2N(C=C1)C(=CN2)C2=C1CNC(C1=C(C=C2)NC2=NC=C(C=C2)N2CCNCC2)=O 4-(7-methylimidazo[1,2-a]pyridin-3-yl)-7-[(5-piperazin-1-yl-2-pyridyl)amino]isoindolin-1-one